1-(4-(((tert-butyldimethylsilyl)-oxy)methyl)-3-methoxyphenyl)cyclobutan-1-ol [Si](C)(C)(C(C)(C)C)OCC1=C(C=C(C=C1)C1(CCC1)O)OC